CC1(OCOCC1(C)C)C 4,4,5,5-tetramethyl-1,3-dioxane